ClC1=CC=NN(C1=O)CC(=O)NC1=CC(=C(C=C1)C)S(=O)(=O)N1CCN(CCC1)C 2-(5-chloro-6-oxopyridazin-1(6H)-yl)-N-(4-methyl-3-((4-methyl-1,4-diazepan-1-yl)sulfonyl)phenyl)acetamide